BrC1=C(C(=CS1)C(=O)OC)CBr methyl 5-bromo-4-(bromomethyl)thiophene-3-carboxylate